5-Chloro-2-cyano-phenyl 3-deoxy-3-[4-(3,5-difluoro-4-methylphenyl)-1H-1,2,3-triazol-1-yl]-2-O-methyl-1-thio-α-D-galactopyranoside FC=1C=C(C=C(C1C)F)C=1N=NN(C1)[C@@H]1[C@H]([C@@H](SC2=C(C=CC(=C2)Cl)C#N)O[C@@H]([C@@H]1O)CO)OC